C12N(CC(CC1)CC2)CC(=O)NC=2C=NC(=C(C2)NC2=NN(C1=NC(=NC=C12)NC=1C=NN(C1)CCOC)C)C 2-(2-azabicyclo[2.2.2]octan-2-yl)-N-(5-((6-((1-(2-methoxyethyl)-1H-pyrazol-4-yl)amino)-1-methyl-1H-pyrazolo[3,4-d]pyrimidin-3-yl)amino)-6-methylpyridin-3-yl)acetamide